O-(2-pyridyl)hydroxylamine chlorine [Cl].N1=C(C=CC=C1)ON